CC(=CC(=O)OCC)C Ethyl 3-methylcrotonate